2-(5,6-dichloro-1H-indol-3-yl)acetic acid ethyl ester C(C)OC(CC1=CNC2=CC(=C(C=C12)Cl)Cl)=O